CC1=CC=C(C=N1)NC(=O)[C@H]1CC12CCN(CC2)C(=O)OC(C(F)(F)F)C(F)(F)F 1,1,1,3,3,3-Hexafluoropropan-2-yl (S)-1-((6-methylpyridin-3-yl)carbamoyl)-6-azaspiro[2.5]octan-6-carboxylat